C(C)(C)(C)OC(N(C(=O)OC(C)(C)C)C1=NC=C(C2=C1C(=NN2C(C)C)Br)C2=CCC(CC2)NC(=O)OC(C)(C)C)=O (3-bromo-7-(4-((tert-butoxycarbonyl)amino)cyclohex-1-en-1-yl)-1-isopropyl-1H-pyrazolo[4,3-c]pyridin-4-yl)(tert-butoxycarbonyl)carbamic acid tert-butyl ester